1-tert-butyl O2-methyl (2S)-4,4-difluoropyrrolidine-1,2-dicarboxylate FC1(C[C@H](N(C1)C(=O)OC(C)(C)C)C(=O)OC)F